N-(3-chlorobenzyl)-4-(3-(pyridin-4-ylmethyl)ureido)benzenesulfonamide ClC=1C=C(CNS(=O)(=O)C2=CC=C(C=C2)NC(=O)NCC2=CC=NC=C2)C=CC1